2-(4-Fluorophenyl)-N-{4-[(7RS)-5-methyl-4-oxo-3-(1,3-thiazol-4-ylamino)-7-(2,2,2-trifluoroethyl)-4,5,6,7-tetrahydro-1H-pyrrolo[3,2-c]pyridin-2-yl]pyridin-2-yl}acetamid FC1=CC=C(C=C1)CC(=O)NC1=NC=CC(=C1)C1=C(C=2C(N(C[C@H](C2N1)CC(F)(F)F)C)=O)NC=1N=CSC1 |r|